(R)-4-chloro-N-(1-methylpiperidin-3-yl)-1H-pyrrolo[2,3-d]pyridazin-7-amine ClC1=C2C(=C(N=N1)N[C@H]1CN(CCC1)C)NC=C2